(±)-2-((4-((2-aminoethyl)(methyl)amino)-3-((methylsulfinyl)methyl)phenyl)amino)-4-(cyclopropylamino)imidazo[2,1-f][1,2,4]triazine-7-carbonitrile monotrifluoroacetic acid salt FC(C(=O)O)(F)F.NCCN(C1=C(C=C(C=C1)NC1=NN2C(C(=N1)NC1CC1)=NC=C2C#N)C[S@](=O)C)C |r|